6'-(2-(1-(Cyclopropylsulfonyl)-1H-pyrazol-4-yl)pyrimidin-4-yl)-N4'-((1s,4s)-4-((2,2-difluoroethyl)amino)cyclohexyl)-6-fluoro-[2,3'-bipyridine]-4',6'-diamine C1(CC1)S(=O)(=O)N1N=CC(=C1)C1=NC=CC(=N1)C1(C=C(C(=CN1)C1=NC(=CC=C1)F)NC1CCC(CC1)NCC(F)F)N